2-((cyclopropylmethyl)amino)-N-(4-morpholinopyrimidin-5-yl)pyrimidine-4-carboxamide C1(CC1)CNC1=NC=CC(=N1)C(=O)NC=1C(=NC=NC1)N1CCOCC1